FC(C=1C(=NC(=NC1)NC=1C(=NN(C1)C1CCN(CC1)C)C)NCCCN(C(=O)C1CCC1)C)F N-(3-((5-(difluoromethyl)-2-((3-methyl-1-(1-methylpiperidin-4-yl)-1H-pyrazol-4-yl)amino)pyrimidin-4-yl)amino)propyl)-N-methylcyclobutanecarboxamide